α-D-sorbopyranose OC[C@@]1(O)[C@H](O)[C@@H](O)[C@H](O)CO1